4-bromo-9H-carbazole 2-ethylhexenoat C(C)C(C(=O)O)=CCCC.BrC1=CC=CC=2NC3=CC=CC=C3C12